FC(C1=C(C(=NS1)C1=CC=C(C=C1)F)CC1=CC=CC=C1)F (5-(difluoromethyl)-3-(4-fluorophenyl)isothiazol-4-yl)(phenyl)methane